phenyl-4,5-dihydropyrrolo[1,2-a]quinolin-1(3aH)-one C1(=CC=CC=C1)C1=CC2N(C3=CC=CC=C3CC2)C1=O